C(CCCCCCCCCCC)F.[Na] sodium lauryl fluoride